(6-(2-((trans-3-(dimethylamino)cyclobutyl)amino)pyrrolo[2,1-f][1,2,4]triazin-5-yl)imidazo[1,2-a]pyridin-3-yl)(pyrrolidin-1-yl)methanone CN([C@@H]1C[C@H](C1)NC1=NN2C(C=N1)=C(C=C2)C=2C=CC=1N(C2)C(=CN1)C(=O)N1CCCC1)C